C1(=CC=CC=C1)C(=CP)C(=C)C1=CC=CC=C1 2,3-diphenyl-phosphino-1,3-butadiene